FC1=C(C=CC=C1F)C1CCN(CC1)CC=1C=C2C(N(C(C2=CC1)=O)N1C(NC(CC1)=O)=O)=O 5-((4-(2,3-difluorophenyl)piperidin-1-yl)methyl)-2-(2,4-dioxotetrahydropyrimidine-1(2H)-yl)isoindoline-1,3-dione